NCCCC(=O)NC1=CC(=CC=C1)OC 4-amino-N-(3-methoxyphenyl)butanamide